7-(6-amino-3-methylpyridin-2-yl)-8-fluoro-2-(((2R,7aS)-2-fluorohexahydro-1H-pyrrolizin-7a-yl)methoxy)-N-methyl-N-((R)-pyrrolidin-3-yl)pyrido[4,3-d]pyrimidin-4-amine NC1=CC=C(C(=N1)C1=C(C=2N=C(N=C(C2C=N1)N([C@H]1CNCC1)C)OC[C@]12CCCN2C[C@@H](C1)F)F)C